C(OC(C)CCCC1=CC=C(C=C1)[N+](=O)[O-])([O-])=O 4-nitrophenylpentan-2-yl (S)-carbonate